BrC1=C2CCN([C@@H](C2=C(C=C1)O[C@@H]1CN(CC1)C=1N=NC=C(C1)C)CN1C(C2=CC=CC=C2C1)=O)C(=O)[C@H]1[C@H](CCCC1)C(=O)O (1S,2R)-2-((S)-5-bromo-8-(((S)-1-(5-methylpyridazin-3-yl)pyrrolidin-3-yl)oxy)-1-((1-oxoisoindolin-2-yl)methyl)-1,2,3,4-tetrahydroisoquinoline-2-carbonyl)cyclohexane-1-carboxylic acid